N-(2-(amino-methyl)benzyl)-1-(5-methyl-2-((tetrahydro-2H-pyran-4-yl)amino)-pyrimidin-4-yl)-1H-imidazole-4-carboxamide NCC1=C(CNC(=O)C=2N=CN(C2)C2=NC(=NC=C2C)NC2CCOCC2)C=CC=C1